methyl 6-(chlorosulfonyl)-3-fluoro-2-methylbenzoate ClS(=O)(=O)C1=CC=C(C(=C1C(=O)OC)C)F